2-(3-ethyl-7,11-dimethyldodecyl)-2,5,7,8-tetramethylchroman-6-yl acetate C(C)(=O)OC=1C(=C2CCC(OC2=C(C1C)C)(C)CCC(CCCC(CCCC(C)C)C)CC)C